CC1=C(C=CC(=C1)S(=O)(=O)C)C1NCCCCC1 2-(2-methyl-4-methylsulfonyl-phenyl)azepane